3-(4-amino-5-(4-benzylthiazol-2-yl)-7H-pyrrolo[2,3-d]pyrimidin-7-yl)-5-(piperidin-4-yl)cyclopentane-1,2-diol NC=1C2=C(N=CN1)N(C=C2C=2SC=C(N2)CC2=CC=CC=C2)C2C(C(C(C2)C2CCNCC2)O)O